1-[[(5s,7s)-7-fluoro-5-phenyl-6,7-dihydro-5H-pyrrolo[1,2-b][1,2,4]triazol-2-yl]thio]cyclopropanecarbonitrile F[C@H]1C[C@H](N2N=C(N=C21)SC2(CC2)C#N)C2=CC=CC=C2